(4-chlorophenyl)((S)-2-oxoimidazolidine-4-carboxamide) ClC1=CC=C(C=C1)N1C(N[C@@H](C1)C(=O)N)=O